3-bromo-1-(3-(trifluoromethyl)benzyl)-1H-pyrrolo[2,3-b]pyridine-2-carboxamido(ethyl)benzoic acid BrC1=C(N(C2=NC=CC=C21)CC2=CC(=CC=C2)C(F)(F)F)C(=O)NC=2C(=C(C(=O)O)C=CC2)CC